5-(2,5-dimethyl-1,2,3,4-tetrahydroisoquinolin-7-yl)-3-((2-methylpyridin-4-yl)methoxy)pyrazin-2-amine CN1CC2=CC(=CC(=C2CC1)C)C=1N=C(C(=NC1)N)OCC1=CC(=NC=C1)C